CC=1N=C2N(C=C(C=C2)C=2N=C3N(C(C2)=O)C=C(C=C3)C3CCN(CC3)C(C)C)C1 2-(2-methylimidazo[1,2-a]pyridin-6-yl)-7-[1-(propan-2-yl)piperidin-4-yl]-4H-pyrido[1,2-a]pyrimidin-4-one